CNC(C1=C(C=CC=C1)SC1=CC=C2C(=NNC2=C1)\C=C\C1=NC=CC=C1)=O N-methyl-2-((3-((1E)-2-(pyridine-2-yl)ethenyl)-1H-indazol-6-yl)sulfanyl)benzamide